tert-butyl-N-(tert-butoxycarbonyl)-L-homoserinate C(C)(C)(C)OC([C@@H](NC(=O)OC(C)(C)C)CCO)=O